5-amino-6-methoxy-3-methyl-1-(prop-2-yn-1-yl)pyrimidine-2,4(1H,3H)-dione NC=1C(N(C(N(C1OC)CC#C)=O)C)=O